CN1N=C(C(=C1)NC=1N=CC2=C(N1)N(C(=C2)C#N)[C@H]2COC[C@@H]2C)O[C@H]2[C@@H](OC2)C 2-((1-methyl-3-(((2s,3r)-2-methyloxetan-3-yl)oxy)-1H-pyrazol-4-yl)amino)-7-((3r,4r)-4-methyltetrahydrofuran-3-yl)-7H-pyrrolo[2,3-d]pyrimidine-6-carbonitrile